methyl-N6-(tert-butoxycarbonyl)-N2-(4-(((3R,4R)-1-(2-cyanoacetyl)-4-methylpiperidin-3-yl)(methyl)amino)-7H-pyrrolo[2,3-d]pyrimidine-7-thiocarbonyl)-L-lysine CN([C@@H](CCCCNC(=O)OC(C)(C)C)C(=O)O)C(=S)N1C=CC2=C1N=CN=C2N(C)[C@H]2CN(CC[C@H]2C)C(CC#N)=O